N-[(benzyloxy)carbonyl]-3-isoquinolin-3-ylalanine C(C1=CC=CC=C1)OC(=O)N[C@@H](CC=1N=CC2=CC=CC=C2C1)C(=O)O